S(=O)(=O)(O)C1=CC=C(C)C=C1.C1NCC12CNC(C2)=O 2,6-diazaspiro[3.4]octan-7-one tosylate